9-Bromo-2-ethyl-3,7-dimethyl-4H-pyrimido[1,2-b]pyridazin-4-one BrC=1C=2N(N=C(C1)C)C(C(=C(N2)CC)C)=O